tert-butyl (2S,6S)-4-(3-(5-(difluoromethyl)-1,3,4-thiadiazol-2-yl)-6-(N-(1,2-dimethylcyclopropyl)sulfamoyl)imidazo[1,5-a]pyridin-8-yl)-2,6-dimethylpiperazine-1-carboxylate FC(C1=NN=C(S1)C1=NC=C2N1C=C(C=C2N2C[C@@H](N([C@H](C2)C)C(=O)OC(C)(C)C)C)S(NC2(C(C2)C)C)(=O)=O)F